mono(3-methyl-3-butenyl) ether CC(CCOCCC(=C)C)=C